C(=C)C1=CC=C(COCC2=CC=C(C=C2)C=C)C=C1 4-vinylbenzyl Ether